FC(C(=O)O)(F)F.FC=1C=C(C(=O)NCC2CCC(CC2)N2N=C3C=C(C=CC3=C2)C=2N=C3N(C=CC=C3)C2)C=C(C1O)F 3,5-difluoro-4-hydroxy-N-({(1r,4r)-4-[6-(imidazo[1,2-a]pyridin-2-yl)-2H-indazol-2-yl]cyclohexyl}methyl)benzamide, trifluoroacetate salt